NC1=NC(=NN1S(=O)(=O)C1=C2C=CC(=CC2=CC=C1)C#N)NC1=CC(=C(C=C1)C#N)Cl 5-[[5-amino-3-(3-chloro-4-cyano-anilino)-1,2,4-triazol-1-yl]sulfonyl]naphthalene-2-carbonitrile